tert-butyl 3-oxo-8-azaspiro[4.5]decane-8-carboxylate O=C1CCC2(C1)CCN(CC2)C(=O)OC(C)(C)C